CN1C=C(C=2C(N(C=C(C21)C)C)=O)C(=O)N2CC1(CC1C2)C2=C(C=CC=C2)C(F)(F)F 1,5,7-trimethyl-3-((1-(2-(trifluoromethyl)phenyl)-3-azabicyclo[3.1.0]hex-3-yl)carbonyl)-1,5-dihydro-4H-pyrrolo[3,2-c]pyridin-4-one